CN1N=C(C=C1)NC(=O)C=1C=NN2C1N=CC=C2 N-(1-methyl-1H-pyrazol-3-yl)pyrazolo[1,5-a]pyrimidine-3-carboxamide